8-Bromo-6-hydroxy-3,4-dihydronaphthalen-1(2H)-one BrC=1C=C(C=C2CCCC(C12)=O)O